C(C#CCCCCC(=O)[O-])(=O)[O-] octynedioate